tert-butyl-2-(4-fluorophenyl)-4-methyl-3-(3-methyl-1-{[2-(trimethylsilyl)ethoxy]methyl}-1H-pyrrolo[2,3-b]pyridin-4-yl)-6,7-dihydropyrazolo[1,5-a]pyrazine-5(4H)-carboxylate C(C)(C)(C)OC(=O)N1C(C=2N(CC1)N=C(C2C2=C1C(=NC=C2)N(C=C1C)COCC[Si](C)(C)C)C1=CC=C(C=C1)F)C